C1(CC1)OC=1C=C(C=CC1)C1=CC(=NN1C1=C2C=NNC2=CC=C1)COC(C(=O)O)(C)C 2-([5-(3-Cyclopropoxyphenyl)-1-(1H-indazol-4-yl)-1H-pyrazol-3-yl]methoxy)-2-methylpropanoic acid